1-[5-tert-butyl-2-(4-methylphenyl)pyrazol-3-yl]-3-[4-[(1-methyl-2-oxo-3H-imidazo[4,5-b]pyridin-7-yl)oxy]naphthalen-1-yl]urea C(C)(C)(C)C=1C=C(N(N1)C1=CC=C(C=C1)C)NC(=O)NC1=CC=C(C2=CC=CC=C12)OC1=C2C(=NC=C1)NC(N2C)=O